COC1=NC=CC(=C1)N(C(=O)C=1C=C(C=2N(C1)C(=CN2)C=2C=CC(=NC2)NC(OC)=O)C)C methyl N-[5-[6-[(2-methoxy-4-pyridyl)-methyl-carbamoyl]-8-methyl-imidazo[1,2-a]pyridin-3-yl]-2-pyridyl]carbamate